(S)-N1-(1-(3-(2-adamantylamino)-3-oxopropyl)-2-oxo-1,2-dihydropyridin-3-yl)-N6-ethyl-2-(5-methoxyoxazole-2-carboxamido)-5-oxohexanediamide C12C(C3CC(CC(C1)C3)C2)NC(CCN2C(C(=CC=C2)NC([C@H](CCC(C(=O)NCC)=O)NC(=O)C=2OC(=CN2)OC)=O)=O)=O